{4-[4-(2-azetidin-1-yl-phenyl)-piperidin-1-yl]-2-cyclopropyl-quinazolin-6-yl}-methyl-(2-morpholin-4-yl-ethyl)-amine N1(CCC1)C1=C(C=CC=C1)C1CCN(CC1)C1=NC(=NC2=CC=C(C=C12)N(CCN1CCOCC1)C)C1CC1